Methyl (3S)-7-(6-((tert-butoxycarbonyl)amino)-3-chloro-2-fluorophenyl)-1-methoxy-5-oxo-1,2,3,5-tetrahydroindolizine-3-carboxylate C(C)(C)(C)OC(=O)NC1=CC=C(C(=C1C1=CC(N2[C@@H](CC(C2=C1)OC)C(=O)OC)=O)F)Cl